4-(pyrrolidin-1-yl)-2-butyn-1-ol N1(CCCC1)CC#CCO